1',4'-dihydro-[2,2'-binaphthalen]-1-yl 4-fluorobenzoate FC1=CC=C(C(=O)OC2=C(C=CC3=CC=CC=C23)C=2CC3=CC=CC=C3CC2)C=C1